benzo[d]isothiazole-3-carboxylic acid S1N=C(C2=C1C=CC=C2)C(=O)O